(2R)-N-[3-(2-Chloropyrimidin-4-yl)-1-{[2-(trimethylsilyl)ethoxy]methyl}-1H-indol-7-yl]-2-(4-methylpiperazin-1-yl)propanamide ClC1=NC=CC(=N1)C1=CN(C2=C(C=CC=C12)NC([C@@H](C)N1CCN(CC1)C)=O)COCC[Si](C)(C)C